BrC1=CC=C(C=C1)C(C(CCOC)C)=O (4-bromophenyl)-4-methoxy-2-methylbutan-1-one